O=C(CNS(=O)(=O)C)N1CC(CCC1)C1=NC(=CC=C1)C=1C=NN2C1C=CC=C2 N-[2-oxo-2-[3-(6-pyrazolo[1,5-a]pyridin-3-yl-2-pyridyl)-1-piperidyl]ethyl]methanesulfonamide